(R)-5-(4-((7,8-dimethyl-6-oxo-5,6-dihydro-1,5-naphthyridin-3-yl)methyl)-3-methylpiperazin-1-yl)-N-methylpyridineamide CC=1C(NC=2C=C(C=NC2C1C)CN1[C@@H](CN(CC1)C=1C=CC(=NC1)C(=O)NC)C)=O